2,2-dioxol C=1OC=CC1